FC=1C=C(C=CC1F)[C@H]1[C@@H](C(N(CC1)C12CC(C1)(C2)C2=CC=NC=C2)=O)O (3S,4S)-4-(3,4-difluorophenyl)-3-hydroxy-1-(3-(pyridin-4-yl)bicyclo[1.1.1]pentan-1-yl)piperidin-2-one